N1=C(C=CC=C1)C=1C(=C(C(=C(C1N1C2=CC=C(C=C2C=2C=C(C=CC12)C)C)N1C2=CC=C(C=C2C=2C=C(C=CC12)C)C)C=1C=NC=CC1)N1C2=CC=C(C=C2C=2C=C(C=CC12)C)C)N1C2=CC=C(C=C2C=2C=C(C=CC12)C)C 9,9',9'',9'''-(3-(pyridin-2-yl)-6-(pyridin-3-yl)benzene-1,2,4,5-tetrayl)tetrakis(3,6-dimethyl-9H-carbazole)